tert-butyl (R)-(7-(4-(1-methyl-4-((1-(2-methyl-3-(trifluoromethyl)-phenyl)ethyl)amino)phthalazin-6-yl)piperazin-1-yl)heptyl)carbamate CC1=NN=C(C2=CC(=CC=C12)N1CCN(CC1)CCCCCCCNC(OC(C)(C)C)=O)N[C@H](C)C1=C(C(=CC=C1)C(F)(F)F)C